C(C)(C)N1C(=NC2=C1C=CC=C2)C=2C(=C(C(=C(C2)OC)O)O)C 4-(1-isopropyl-1H-benzo[d]imidazol-2-yl)-6-methoxy-3-methylbenzene-1,2-diol